FC(OCC1C(C1)C(=O)O)(F)F 2-(trifluoromethoxymethyl)cyclopropanecarboxylic acid